1-(cyclopropylmethyl)-6-isopropyl-1H-indole-2-carbaldehyde C1(CC1)CN1C(=CC2=CC=C(C=C12)C(C)C)C=O